ClC1=C(C=C(C=2C([C@@]3([C@@H](CC(CC3=O)=O)C)OC21)=O)OC)OC (2S,2'R)-7-chloro-4,6-dimethoxy-2'-methyl-3H-spiro[benzofuran-2,1'-cyclohexane]-3,4',6'-trione